C1(CC1)C1=NC=C(C=C1NC(C1=NC(=CC=C1)C=1C=NN(C1)CC(F)(F)F)=O)N1[C@H]2CC[C@@H](C1=O)C2 N-(2-cyclopropyl-5-((1S,4R)-3-oxo-2-azabicyclo[2.2.1]heptan-2-yl)pyridin-3-yl)-6-(1-(2,2,2-trifluoroethyl)-1H-pyrazol-4-yl)picolinamide